6-(6-bromo-2-oxo-2H-chromen-3-yl)-4-(2,4-dichlorophenyl)-2-methoxynicotinonitrile BrC=1C=C2C=C(C(OC2=CC1)=O)C1=NC(=C(C#N)C(=C1)C1=C(C=C(C=C1)Cl)Cl)OC